CC=1C=C2C=NN(C2=CC1C1C[C@@H]2[C@@H](CN(C2)C2CS(CCC2)(=O)=O)C1)C=1C=NN(C1)C (rac)-3-((3aR,5r,6aS)-5-(5-methyl-1-(1-methyl-1H-pyrazol-4-yl)-1H-indazol-6-yl)hexahydrocyclopenta[c]pyrrol-2(1H)-yl)tetrahydro-2H-thiopyran 1,1-dioxide